FC(C=1C(=C(C(=CC1)C)CC(=O)O)C)F 3-(difluoromethyl)-2,6-dimethyl-phenylacetic acid